C(C)(C)OC(C(C(C=CC(C(C(OCC)OC(C)C)C)OCC)OCC)C)OCC 1,8-diisopropoxy-1,3,6,8-tetraethoxy-2,7-dimethyl-4-octene